4-hexyldecyl 6-[2-[2-[2-(dimethylamino)ethoxy]ethoxy]ethyl-[6-(4-hexyldecoxy)-6-oxo-hexyl]amino]hexanoate CN(CCOCCOCCN(CCCCCC(=O)OCCCC(CCCCCC)CCCCCC)CCCCCC(=O)OCCCC(CCCCCC)CCCCCC)C